SC1(CC1)C(=O)OCC ethyl 1-mercaptocyclopropanecarboxylate